TRANS-1-PROPEN-1-YLBORONIC ACID C(=C\C)/B(O)O